(2S,5S)-5-{(2S,3S)-2-[2-(2-Fluoro-ethoxy)-acetylamino]-3-methyl-pentanoyl}-4-oxo-1,2,4,5,6,7-hexahydro-azepino[3,2,1-hi]indole-2-carboxylic acid (isoxazol-4-ylmethyl)-amide O1N=CC(=C1)CNC(=O)[C@H]1N2C3=C(C=CC=C3C1)CC[C@H](C2=O)C([C@H]([C@H](CC)C)NC(COCCF)=O)=O